Methyl 7-methyl-3-oxo-1,2,3,4-tetrahydrocyclopenta[b]indole-6-carboxylate CC1=CC=2C3=C(NC2C=C1C(=O)OC)C(CC3)=O